(cyclopentylmethyl)zinc (II) chloride [Cl-].C1(CCCC1)C[Zn+]